C(C)(C)(C)OC(=O)N1N=C(C(=C1C)C1=CC=C(C=C1)N)C 4-(4-aminophenyl)-3,5-dimethyl-pyrazole-1-carboxylic acid tert-butyl ester